2-(2-(4-fluorophenyl)thiazol-4-yl)-2-methylpropanoic acid FC1=CC=C(C=C1)C=1SC=C(N1)C(C(=O)O)(C)C